ClCCCOCCCOC1=CC=C(C=C1)CCCC(=O)OC methyl 4-{4-[3-(3-chloropropoxy)propoxy]phenyl}butanoate